CC1(C(N(C(N1)=O)CC1=NC(=NO1)C1=CC(=C(C=C1)OC1=C(C=CC=C1)S(=O)(=O)CC1OCCC1)C(F)(F)F)=O)C 5,5-dimethyl-3-((3-(4-(2-(((tetrahydrofuran-2-yl)methyl)sulfonyl)phenoxy)-3-(trifluoromethyl)phenyl)-1,2,4-oxadiazol-5-yl)methyl)imidazolidine-2,4-dione